2-(4-methylpiperazin-1-yl)propan CN1CCN(CC1)C(C)C